OCCCCCC[N+]1=C(C=CC=C1)CCCCCCO 1,2-bis(6-hydroxyhexyl)pyridinium